ethyl 2-methylbutanoate Ethyl-2-Methyl-Butyrate C(C)OC(C(CC)C)=O.CC(C(=O)OCC)CC